ethyl-2-fluoro-5-(5-(2-methoxyethyl)-4H-1,2,4-triazol-3-yl)benzoic acid C(C)C=1C(=C(C(=O)O)C=C(C1)C1=NN=C(N1)CCOC)F